Tert-butyl 6-(1-((((9H-fluoren-9-yl)methoxy)carbonyl)amino)-3-hydroxypropan-2-yl)-2-azaspiro[3.3]heptane-2-carboxylate C1=CC=CC=2C3=CC=CC=C3C(C12)COC(=O)NCC(CO)C1CC2(CN(C2)C(=O)OC(C)(C)C)C1